C1(=CC=C(C=C1)C1=NOC(O1)=O)C 3-(p-tolyl)-1,4,2-dioxazol-5-one